N1(C=NC=C1)CC1=CC(=C2CCN(C(C2=C1)=O)C1=NC2=C(C=C(C=C2C=C1)CC)C(=O)NC1CN(CC1)C)C=1C(=NN(C1)C)C(F)(F)F (7-((1H-imidazol-1-yl)methyl)-5-(1-methyl-3-(trifluoromethyl)-1H-pyrazol-4-yl)-1-oxo-3,4-dihydroisoquinolin-2(1H)-yl)-6-ethyl-N-(1-methylpyrrolidin-3-yl)quinoline-8-carboxamide